isopropyl 2-(((ethoxycarbonyl)(((6aR,10aR)-6,6,9-trimethyl-3-pentyl-6a,7,8,10a-tetrahydro-6H-benzo[c]chromen-1-yl)oxy)phosphoryl)amino)-2-methylpropanoate C(C)OC(=O)P(=O)(OC1=C2[C@H]3[C@H](C(OC2=CC(=C1)CCCCC)(C)C)CCC(=C3)C)NC(C(=O)OC(C)C)(C)C